C1(=CC=CC=C1)C(C1=CC=CC=C1)=NC(C#N)CC=1C=NC(=NC1)C=1C=CC2=C(N(C(O2)=O)C)C1 2-((diphenylmethylene)amino)-3-(2-(3-methyl-2-oxo-2,3-dihydrobenzo[d]oxazole-5-yl)pyrimidin-5-yl)propionitrile